(3-{4-[(5-chloro-3-fluoropyridin-2-yl)oxy]-3-fluorophenyl}phenyl)acetic acid ClC=1C=C(C(=NC1)OC1=C(C=C(C=C1)C=1C=C(C=CC1)CC(=O)O)F)F